C(=C)C1=C(C=CC=C1)C(N)C(=O)O 2-(vinylphenyl)glycine